C(C#C)N1N=C(C(=C1)[N+](=O)[O-])[N+](=O)[O-] 1-propargyl-3(s),4-dinitropyrazole